O1COC2=C1C=CC(=C2)CNC(N(C2CCN(CC2)C)CC2=C(C=C(C=C2)F)F)=O 3-[(2H-1,3-Benzodioxol-5-yl)methyl]-1-[(2,4-difluorophenyl)methyl]-1-(1-methylpiperidin-4-yl)urea